(3R,4S)-3-cyclopropyl-4-methyl-1-[5-[1-(oxetan-3-yl)pyrazol-4-yl]-1,3-benzothiazol-7-yl]-2-oxopyrrolidine-3-carbonitrile C1(CC1)[C@]1(C(N(C[C@H]1C)C1=CC(=CC=2N=CSC21)C=2C=NN(C2)C2COC2)=O)C#N